P(=O)(OCC1=CC=CC=C1)(OC=1C=CC2=C(C[C@H]3CCCN([C@@H]3C2)CCC)C1OP(=O)(OCC1=CC=CC=C1)OCC1=CC=CC=C1)O Benzyl ((4aR,10aR)-6-((bis(benzyloxy)phosphoryl)oxy)-1-propyl-1,2,3,4,4a,5,10,10a-octahydrobenzo[g]quinolin-7-yl) hydrogen phosphate